nonyl 4,7,8,12,14-pentachlorohexadecanoate ClC(CCC(=O)OCCCCCCCCC)CCC(C(CCCC(CC(CC)Cl)Cl)Cl)Cl